ClC1=C(C2=C(N=N1)N(CCC2)C=2SC(=C(N2)C(=O)O)CCCOC2=C(C=C(C=C2)I)F)C 2-(3-chloro-4-methyl-6,7-dihydro-5H-pyrido[2,3-c]pyridazin-8-yl)-5-[3-(2-fluoro-4-iodo-phenoxy)propyl]thiazole-4-carboxylic acid